(3S,4R) or (3R,4R)-1-(3-chlorophenethyl)-4-methoxy-3-((4-(methylsulfonyl)phenoxy)methyl)piperidine thorium-iron [Fe].[Th].ClC=1C=C(CCN2C[C@H]([C@@H](CC2)OC)COC2=CC=C(C=C2)S(=O)(=O)C)C=CC1 |o1:10|